[C].[O].[Ti] titanium oxygen carbon